1-(2-(3-cyclopropylmethoxy-4-methoxyphenyl)-2-hydroxypent-3-yn-1-yl)-2,6-dimethylpyridin-4(1H)-one C1(CC1)COC=1C=C(C=CC1OC)C(CN1C(=CC(C=C1C)=O)C)(C#CC)O